t-butylperoxy maleate (t-butyl peroxymalate) C(C)(C)(C)C(C(=O)OO)(O)CC(=O)O.C(\C=C/C(=O)O)(=O)OOOC(C)(C)C